CC(CCC)O METHYLBUTANOL